3-(6-(4-(2-(2-Aminopyridin-3-yl)-5-phenyl-3H-imidazo[4,5-b]pyridin-3-yl)benzyl)-2,6-diazaspiro[3.4]octan-2-yl)-4-methoxycyclobut-3-ene-1,2-dione NC1=NC=CC=C1C1=NC=2C(=NC(=CC2)C2=CC=CC=C2)N1C1=CC=C(CN2CC3(CN(C3)C=3C(C(C3OC)=O)=O)CC2)C=C1